cyclohexane-1,1-diyl-dimethanol C1(CCCCC1)(CO)CO